Cl.NCCCC(=O)N1C(\C(\C2=CC(=CC=C12)F)=C/C1=C(C(=C(N1)C)C(=O)NCCN(CC)CC)C)=O (Z)-5-((1-(4-aminobutanoyl)-5-fluoro-2-oxoindol-3-ylidene)methyl)-N-(2-(diethylamino)ethyl)-2,4-dimethyl-1H-pyrrole-3-carboxamide hydrochloride salt